C(CC)N(S(=O)(=O)C1=CC=C(C(=O)O)C=C1)CCC 4-(dipropylsulfamoyl)benzoic acid